2-(2-amino-4-(trifluoromethyl)phenyl)propan-2-ol NC1=C(C=CC(=C1)C(F)(F)F)C(C)(C)O